C[C@@H](CC)N1C(=CC=C1CCCC1=CC=CC=C1)C(=O)NC=1C=C(C=CC1C(F)(F)F)[C@@H]1[C@@H](C1)C(=O)O |o1:31,32| rel-(1R,2S)-2-{3-[({1-[(2S)-2-Butanyl]-5-(3-phenylpropyl)-1H-pyrrol-2-yl}carbonyl)amino]-4-(trifluoromethyl)phenyl}cyclopropanecarboxylic acid